C(CCCCCCCC=CC=CC=CCCCC)(=O)OCCCCCCCCCCCCCCCCCCCC arachidyl eleostearate